N1(N=CC=C1)CC=1C=CC(=NC1OC)C(=O)NS(=O)(=O)C1=C(C=CC=C1OC(F)(F)F)OC 5-((1H-pyrazol-1-yl)methyl)-6-methoxy-N-((2-methoxy-6-(trifluoromethoxy)phenyl)sulfonyl)picolinamide